VINYL-ETHYL-carbon tetrakis(2-hydroxyethyl)3,3',3'',3'''-(propane-1,3-diylbis(azanetriyl))tetrapropionate 1-Chloroethyl-ethyl-succinate ClC(C)C(C(=O)[O-])(CC(=O)[O-])CC.OCCOC(CCN(CCCN(CCC(=O)OCCO)CCC(=O)OCCO)CCC(=O)OCCO)=O.C(=C)[C+2]CC